3-(1-(6-chloro-2-(5-methylfuran-2-yl)-9-(tetrahydro-2H-pyran-2-yl)-9H-purin-8-yl)piperidin-3-yl)propanamide choline hydroxide [OH-].OCC[N+](C)(C)C.ClC1=C2N=C(N(C2=NC(=N1)C=1OC(=CC1)C)C1OCCCC1)N1CC(CCC1)CCC(=O)N